COC=1C=C2C(=CC=NC2=CC1OC)OC1=CC=C(N)C=C1 4-(6,7-dimethoxyquinolin-4-yloxy)aniline